2-({8-[(2,4-dichlorophenyl)methoxy]-1H,2H,3H,4H,5H-pyrido[4,3-b]indol-2-yl}methyl)-1-[(1-ethyl-1H-imidazol-5-yl)methyl]-1H-1,3-benzodiazole-6-carboxylic acid ClC1=C(C=CC(=C1)Cl)COC1=CC=2C3=C(NC2C=C1)CCN(C3)CC3=NC1=C(N3CC3=CN=CN3CC)C=C(C=C1)C(=O)O